C1(CCCCC1)N1C=NC(=C1C1=C2C(=NC=C1)NC=C2)C=2C=NC=CC2 4-(1-cyclohexyl-4-(pyridin-3-yl)-1H-imidazol-5-yl)-1H-pyrrolo[2,3-b]Pyridine